N1=CC=C(C=C1)C(C#N)CC1=CC=NC=C1 alpha-4-pyridinyl-4-pyridinepropanenitrile